dimethyl-acryl-amide CC(=CC(=O)N)C